CC1=CC=CC(=N1)C1CN(CCO1)C(=O)OC(C)(C)C tert-butyl 2-(6-methylpyridin-2-yl)morpholine-4-carboxylate